COC1=CC=C(C=N1)NCC1=NN=C2N1CCOCC2 6-methoxy-N-((5,6,8,9-tetrahydro-[1,2,4]triazolo[4,3-d][1,4]oxazepin-3-yl)methyl)pyridin-3-amine